disodium edetate cadmium [Cd+2].C(N(CC(=O)[O-])CC(=O)[O-])CN(CC(=O)[O-])CC(=O)[O-].[Na+].[Na+]